NC1=NS(NC2=C1C(=CC=C2)OCC(C(=O)NCCC)(C)C)(=O)=O 3-((4-amino-2,2-dioxido-1H-2,1,3-benzothiadiazin-5-yl)oxy)-2,2-dimethyl-N-propyl-propanamide